C(C)OC(N(C)C1=C(C=C(C=C1)S(=O)(=O)Cl)[N+](=O)[O-])=O (4-(chlorosulfonyl)-2-nitrophenyl)(methyl)carbamic acid ethyl ester